N-[4-[[5-fluoro-7-(2-methoxyethoxy)-4-quinazolinyl]amino]phenyl]-4-(1-methylethyl)-1H-1,2,3-triazole-1-acetamide FC1=C2C(=NC=NC2=CC(=C1)OCCOC)NC1=CC=C(C=C1)NC(CN1N=NC(=C1)C(C)C)=O